(S)-quinuclidin-3-yl (3,3-dimethyl-7-(2,3,4-trifluorophenyl)chroman-4-yl)carbamate CC1(COC2=CC(=CC=C2C1NC(O[C@@H]1CN2CCC1CC2)=O)C2=C(C(=C(C=C2)F)F)F)C